C(N)(O[C@@]1(CN(CC1)C1=C(C(=NC=C1C(N[C@@H](C)C1CC1)=O)Cl)Br)C)=O ((S)-1-(3-bromo-2-chloro-5-(((S)-1-cyclopropylethyl) carbamoyl) pyridin-4-yl)-3-methylpyrrolidin-3-yl) carbamate